N-((R)-1-(3-amino-5-(trifluoromethyl)phenyl)ethyl)-11-ethyl-2-methyl-7,8,10,11-tetrahydro-[1,4,7]trioxonino[2,3-g]quinazolin-4-amine NC=1C=C(C=C(C1)C(F)(F)F)[C@@H](C)NC1=NC(=NC2=CC3=C(C=C12)OCCOCC(O3)CC)C